C(#N)C=1C=C(C=C2C(N(CC12)C1C(NC(CC1)=O)=O)=O)CNC(OC(C)(C)C)=O tert-butyl ((7-cyano-2-(2,6-dioxopiperidin-3-yl)-3-oxoisoindolin-5-yl)methyl)carbamate